Cl.Cl.CC1=NC=CC2=CC(=CC=C12)C=1C=C2CCC3(CCNCC3)OC2=CC1 6-(1-Methyl-6-isoquinolyl)spiro[chromane-2,4'-piperidine] 2HCl